C1(=NC=CC2=CC=CC=C12)C1=C([O-])C=CC=C1.[Li+] lithium 2-(1-isoquinolinyl)phenoxide